Tert-butyl (4S)-4-[3-(2,6-dibenzyloxy-3-pyridyl)-1-methyl-indazol-7-yl]-3,3-difluoro-piperidine-1-carboxylate C(C1=CC=CC=C1)OC1=NC(=CC=C1C1=NN(C2=C(C=CC=C12)[C@H]1C(CN(CC1)C(=O)OC(C)(C)C)(F)F)C)OCC1=CC=CC=C1